C[Si](OC1=CC=C(C=C)C=C1)(C)C p-(Trimethylsilyloxy)Styrene